C[Si](CCOCN1C=NC(=C1)S(=O)(=N)C1=CC=C(C(=O)OC)C=C1)(C)C methyl 4-[[1-(2-trimethylsilylethoxymethyl)imidazol-4-yl]sulfonimidoyl]benzoate